C1(=CC=CC=C1)C=1NC2=CC=CC=C2C1C1(OC(=O)C2=CC=C(C=C12)N(C)C)C1=C(NC2=CC=CC=C12)C1=CC=CC=C1 3,3-bis(2-phenyl-3-indolyl)-5-dimethylaminophthalide